Cl.FC(C=1C=CC(=NC1)O[C@@H](CNC1=NC(=NC(=C1Cl)C(F)F)C)C)(F)F |r| (RS)-N-(2-((5-trifluoromethylpyridin-2-yl)oxy)propyl)-5-chloro-2-methyl-6-difluoromethylpyrimidin-4-amine hydrochloride